3-(3-Fluoro-phenyl)-N-(4-oxo-2-pyrrolidin-1-yl-4H-quinazolin-3-yl)-butyramide FC=1C=C(C=CC1)C(CC(=O)NN1C(=NC2=CC=CC=C2C1=O)N1CCCC1)C